5-amino-2-fluorobenzyl alcohol NC=1C=CC(=C(CO)C1)F